ethyl 2-(5-(1-(trifluoromethyl)cyclopropyl)thiophen-2-yl)acetate FC(C1(CC1)C1=CC=C(S1)CC(=O)OCC)(F)F